C(C1=CC=CC=C1)O[C@]1(C2NNC(C3C(CC(C(NC4(CCCCC1)CCOCC4)N3)C(F)(F)F)[N+](=O)[O-])O2)C(F)(F)F (6'R)-6'-(benzyloxy)-17'-nitro-6',15'-bis(trifluoromethyl)-19'-oxa-3',4',13',18'-tetraazaspiro[oxane-4,12'-tricyclo[12.3.1.12,5]nonadecane]